FC1=CC(=C2CC/C(/C2=C1)=N\OCC1=C(C=CC=C1C)\C(\C(=O)NC)=N/OC)C(F)(F)F (2e)-2-[2-[[(e)-[6-fluoro-4-(trifluoromethyl)indan-1-ylidene]amino]oxymethyl]-3-methyl-phenyl]-2-methoxyimino-N-methyl-acetamide